N-((6-amino-2-methylpyridin-3-yl)methyl)-2-(6-(4-chlorophenyl)-2-oxo-3-(phenethylamino)pyrazin-1(2H)-yl)acetamide NC1=CC=C(C(=N1)C)CNC(CN1C(C(=NC=C1C1=CC=C(C=C1)Cl)NCCC1=CC=CC=C1)=O)=O